[I-].COCCC1[NH+](CCC1)C 2-(2-Methoxyethyl)-1-methylpyrrolidinium iodide